C(C)(=O)OCC=CC1(CCC(CC1)C(C)(C)C)O 3-(4-(tert-butyl)-1-hydroxycyclohexyl)allyl acetate